3-(benzo[d]thiazol-7-ylsulfonyl)-1-(4-(5-(trifluoromethyl)pyridin-2-yl)piperazin-1-yl)propan-1-one S1C=NC2=C1C(=CC=C2)S(=O)(=O)CCC(=O)N2CCN(CC2)C2=NC=C(C=C2)C(F)(F)F